NC=1N=C(N(N1)C1=NC=CC=N1)[C@H](C)NC(C1=CC(=CC(=C1)C(F)(F)F)S(=O)(=O)C)=O N-[(1S)-1-(5-amino-2-pyrimidin-2-yl-1,2,4-triazol-3-yl)ethyl]-3-methylsulfonyl-5-(trifluoromethyl)benzamide